1-cyclopropyl-3-(5-((2R,4R)-2-(2,5-difluorophenyl)-4-fluoropyrrolidin-1-yl)-2-fluoropyrazolo[1,5-a]pyrimidin-3-yl)urea C1(CC1)NC(=O)NC=1C(=NN2C1N=C(C=C2)N2[C@H](C[C@H](C2)F)C2=C(C=CC(=C2)F)F)F